F[C@H]1CN(CC[C@H]1NC1=CC=CC2=C1S(C=C2C=2N=CSC2)(=O)=O)C 7-(((3S,4R)-3-fluoro-1-methylpiperidin-4-yl)amino)-1,1-dioxido-3-(thiazol-4-yl)benzo[b]thiophen